5-fluoro-4-methoxyquinoline-7-carboxylic acid methyl ester COC(=O)C1=CC(=C2C(=CC=NC2=C1)OC)F